ClC1=C(C(=CC=C1)Cl)N1N=C(C(=C1)NC1=CC=C(C=C1)C=1N(C=CN1)CC)C(=O)N 1-(2,6-dichlorophenyl)-4-((4-(1-ethyl-1H-imidazol-2-yl)phenyl)amino)-1H-pyrazole-3-carboxamide